(5-((diphenylmethylene)amino)pyrazin-2-yl)methanol plutonium(IV) [Pu+4].C1(=CC=CC=C1)C(C1=CC=CC=C1)=NC=1N=CC(=NC1)CO